(6-((3S,4S)-4-amino-3-methyl-2-oxa-8-azaspiro[4.5]decan-8-yl)-3-((2,3-difluorophenyl)ethynyl)-1H-pyrazolo[3,4-b]pyrazin-5-yl)methanol N[C@@H]1[C@@H](OCC12CCN(CC2)C2=C(N=C1C(=N2)NN=C1C#CC1=C(C(=CC=C1)F)F)CO)C